(2,2'-bipyridine)-4,4'-dicarbonyl diisothiocyanate N1=C(C=C(C=C1)C(=O)N=C=S)C1=NC=CC(=C1)C(=O)N=C=S